COC1=C(N=C2C(=N1)N(C(=N2)C(F)(F)F)C2=CC(=CC(=C2)C(F)(F)F)C(F)(F)F)N 6-METHOXY-(3,5-BIS(TRIFLUOROMETHYL)PHENYL)-2-(TRIFLUOROMETHYL)-1H-IMIDAZO[4,5-B]PYRAZIN-5-AMINE